1-(4-(2-(4,4-difluoropiperidin-1-yl)-4-(trifluoromethyl)benzyl)piperazine-1-carbonyl)-1H-pyrazole-3-carboxylic acid FC1(CCN(CC1)C1=C(CN2CCN(CC2)C(=O)N2N=C(C=C2)C(=O)O)C=CC(=C1)C(F)(F)F)F